C(C=C)(=O)N1CCN(CC1)C1=NC=NC2=C(C(=C(C=C12)Cl)C1=C(C(=O)N)C=CC=C1)F 2-(4-(4-acryloylpiperazin-1-yl)-6-chloro-8-fluoroquinazolin-7-yl)benzamide